C(C)(=O)C1=C(N(C(=C1)\C=C\C1CCOCC1)C1=CC=C(C#N)C=C1)C (E)-4-(3-acetyl-2-methyl-5-(2-(tetrahydro-2H-pyran-4-yl)vinyl)-1H-pyrrol-1-yl)benzonitrile